P(=O)(=O)C(C(C)=O)O phosphohydroxyacetone